BrC1=CC=C(C=C1)P(CC)(CC)=O (4-bromophenyl)diethyl-phosphine oxide